tert-butyl (1R,5S,6R)-6-((2-(8-((cyclobutylmethyl)sulfanyl)imidazo[1,5-a]pyridin-3-yl)propan-2-yl)carbamoyl)-3-azabicyclo[3.1.0]hexane-3-carboxylate C1(CCC1)CSC=1C=2N(C=CC1)C(=NC2)C(C)(C)NC(=O)C2[C@H]1CN(C[C@@H]21)C(=O)OC(C)(C)C